3-(5-(4-((1-(4-((3S,4R)-7-hydroxy-3-phenylisochroman-4-yl)phenyl)piperidin-4-yl)methyl)piperazin-1-yl)-1H-indazol-1-yl)piperidine-2,6-dione OC1=CC=C2[C@H]([C@H](OCC2=C1)C1=CC=CC=C1)C1=CC=C(C=C1)N1CCC(CC1)CN1CCN(CC1)C=1C=C2C=NN(C2=CC1)C1C(NC(CC1)=O)=O